CNC(=O)C1=NNC2=C1N=CN=C2NCC2=CC=C(C=C2)P(O)(O)=O 4-([[3-(methylcarbamoyl)-1H-pyrazolo[4,3-d]pyrimidin-7-yl]amino]-methyl)phenylphosphonic acid